CC=1C=C(C=CC1O)C1(CC(CC(C1)(C(=O)[O-])C1=CC(=C(C=C1)O)C)(C(=O)[O-])C1=CC(=C(C=C1)O)C)C(=O)[O-] 1,3,5-tris(3-methyl-4-hydroxyphenyl)-1,3,5-Benzenetricarboxylate